3-(tetrahydro-2H-pyran-4-yl)-1H-indazol-6-amine O1CCC(CC1)C1=NNC2=CC(=CC=C12)N